C1=CC=C(C(=C1)CN2C(=CC(=N2)C3=NC=C(C(=N3)NCC(C(F)(F)F)(C(F)(F)F)O)F)C4=NOC=C4)F The molecule is a member of the class of pyrazoles that is 5-fluoro-2-(1H-pyrazol-3-yl)pyrimidine which is substituted by a 2-fluorobenzyl group at position 1, 1,2-oxazol-3-yl group at position 5, and by a [3,3,3-trifluoro-2-hydroxy-2-(trifluoromethyl)propyl]nitrilo group at position 4. It is a soluble guanylate cyclase stimulator under clinical development for the treatment of heart failure with preserved ejection fraction. It has a role as a soluble guanylate cyclase activator, an anti-inflammatory agent, a vasodilator agent and an antihypertensive agent. It is a member of isoxazoles, a member of pyrazoles, an organofluorine compound, an aminopyrimidine, a tertiary alcohol, a secondary amino compound and a member of monofluorobenzenes.